BrC1=CC=C2CCCC(C2=C1)O 7-bromo-1,2,3,4-tetrahydronaphthalen-1-ol